D-2,4-dihydroxy-3,3-dimethyl-butanoyl-CoA O[C@@H](C(=O)SCCNC(CCNC([C@@H](C(COP(OP(OC[C@@H]1[C@H]([C@H]([C@@H](O1)N1C=NC=2C(N)=NC=NC12)O)OP(=O)(O)O)(=O)O)(=O)O)(C)C)O)=O)=O)C(CO)(C)C